CC(=O)C1=C(C=C(C=C1)OC2=CC=C(C=C2)Cl)Cl 2-chloro-4-(4-chlorophenoxy)acetophenone